C1(CCCC1)[C@@H]1N(CC[C@@H](C1)C(F)(F)F)C(=O)N[C@@H](C)\C=C\S(=O)(=O)C (2R,4S)-2-cyclopentyl-N-((S,E)-4-(methylsulfonyl)but-3-en-2-yl)-4-(trifluoromethyl)piperidine-1-carboxamide